N-((4-methoxyphenyl)sulfonyl)-N-(naphthalen-1-yl)-2-(trifluoromethyl)benzamide COC1=CC=C(C=C1)S(=O)(=O)N(C(C1=C(C=CC=C1)C(F)(F)F)=O)C1=CC=CC2=CC=CC=C12